TETRAMETHYLHEPTANE CC(C(C)(C)C)CCCCC